CC1=C(C(=CC(=C1OC)N)C)N 2,6-dimethyl-3-methoxy-1,4-diaminobenzene